ClC1=C(C(=CC=C1)Cl)C1=NOC(=C1C(=O)[O])C1(CC1)F [3-(2,6-dichlorophenyl)-5-(1-fluorocyclopropyl)-1,2-oxazol-4-yl]Carbonyl-oxygen